N[C@@H]1C2=CC=CC=C2CC12CCN(CC2)C=2NC(C1=C(N2)NN=C1C1=CCNC2=CC=CC=C12)=O (S)-6-(1-amino-1,3-dihydrospiro[indene-2,4'-piperidin]-1'-yl)-3-(1,2-dihydroquinolin-4-yl)-1,5-dihydro-4H-pyrazolo[3,4-d]pyrimidin-4-one